N-methyl-N-(4-fluorophenyl)-α-diazo-2-cyanoacetamide CN(C(C(C#N)=[N+]=[N-])=O)C1=CC=C(C=C1)F